(R)-(3-amino-1-(5-(2-ethoxy-4-fluorophenyl)imidazo[2,1-b][1,3,4]thiadiazol-2-yl)pyrrolidin-3-yl)methanol N[C@]1(CN(CC1)C1=NN2C(S1)=NC=C2C2=C(C=C(C=C2)F)OCC)CO